5-(4-((4-fluorophenyl)thio)pyridin-3-yl)-1H-pyrazole-3-carboxamide FC1=CC=C(C=C1)SC1=C(C=NC=C1)C1=CC(=NN1)C(=O)N